3-(3-methyloxetan-3-yl)-1,2,4-oxadiazol CC1(COC1)C1=NOC=N1